FC1=CC=CC=2C(NC3=C(SC21)C=CC(=C3)C(=O)O)=O 4-fluoro-11-oxo-10,11-dihydrodibenzo[b,f][1,4]thiazepine-8-carboxylic acid